N#[C-].ClC1=CC=C2C=CNC2=C1 6-chloro-indole isonitrile